OC1=CC=C(C=C1)C(\C=C\C1=CC(=C(C=C1)OCC=1OC(=NN1)C1=CC=C(C=C1)C)OC)=O (E)-1-(4-Hydroxyphenyl)-3-[3-methoxy-4-[[5-(4-methylphenyl)-1,3,4-oxadiazol-2-yl]methoxy]phenyl]prop-2-en-1-one